P(=O)(O)(O)[O-].P(=O)(O)(O)O.[Na+] Sodium dihydrogen phosphate (dihydrogen phosphate)